N-[(7S)-2,3,10-trimethoxy-1-(2-methylpropoxy)-9-oxo-5,6,7,9-tetrahydrobenzo[a]heptalen-7-yl]acetamide COC=1C(=CC2=C(C3=CC=C(C(C=C3[C@H](CC2)NC(C)=O)=O)OC)C1OCC(C)C)OC